C(C1=CC=CC=C1)OC(=O)C1=C(C=CC2=CC=CC=C12)OC[C@@H](CC1=NC=CC=C1)NC(=O)OC(C)(C)C (R)-2-(2-((tert-butoxycarbonyl)amino)-3-(pyridin-2-yl)propoxy)-1-naphthoic acid benzyl ester